O[C@@H]1C[C@H](C1)OC1=C(C=C2C(=N1)OC(C2)(C)C)C(=O)NC2=NC(=CC=C2)C=2C=NN(C2)C 6-(trans-3-Hydroxycyclobutoxy)-2,2-dimethyl-N-(6-(1-methyl-1H-pyrazol-4-yl)pyridin-2-yl)-2,3-dihydrofuro[2,3-b]pyridine-5-carboxamide